N-ethyl-6-[3-(5-methoxymethyl-isoxazol-3-yl)-[1,2,4]triazolo[3,4-a]phthalazin-6-yloxymethyl]-nicotinamide C(C)NC(C1=CN=C(C=C1)COC1=NN2C(C3=CC=CC=C13)=NN=C2C2=NOC(=C2)COC)=O